NC1=NC=NN2C1=C(C=1C(CC(CC21)C(C(=O)N)=C)C)C=2C=NC1=CC=CC=C1C2 (4-amino-6-methyl-5-(quinolin-3-yl)-6,7,8,9-tetrahydro-[1,2,4]triazino[1,6-a]indol-8-yl)acrylamide